N-cyclopropyl-2-({3-[(E)-2-{5-[(pyrrolidin-1-yl)methyl]pyridin-2-yl}vinyl]-1H-indazol-6-yl}oxy)benzamide C1(CC1)NC(C1=C(C=CC=C1)OC1=CC=C2C(=NNC2=C1)\C=C\C1=NC=C(C=C1)CN1CCCC1)=O